CSC1=CC=C(C=C1)C(CC)=O 1-(4-methylsulfanyl-phenyl)propan-1-one